4-((2-(azetidin-3-yl)ethyl)amino)-2-(2,6-dioxopiperidin-3-yl)isoindoline-1,3-dione N1CC(C1)CCNC1=C2C(N(C(C2=CC=C1)=O)C1C(NC(CC1)=O)=O)=O